potassium 3-(1-(fluoromethyl) cyclopropyl)-1,2,4-oxadiazole-5-carboxylate FCC1(CC1)C1=NOC(=N1)C(=O)[O-].[K+]